3-cyanobenzotriazole C(#N)N1N=NC2=C1C=CC=C2